4-(((2-(2,6-dioxopiperidin-3-yl)-1,3-dioxoisoindolin-4-yl)amino)methyl)-N-(4-methyl-3-((4-(pyridin-3-yl)pyrimidin-2-yl)amino)phenyl)cyclohexane-1-carboxamide O=C1NC(CCC1N1C(C2=CC=CC(=C2C1=O)NCC1CCC(CC1)C(=O)NC1=CC(=C(C=C1)C)NC1=NC=CC(=N1)C=1C=NC=CC1)=O)=O